FC=1C=C2CCNCC2=C(C1)F 6,8-difluoro-1,2,3,4-tetrahydroisoquinoline